tert-butyl 4-(2-(3,4-dimethoxyphenyl)-4-methyl-1H-benzo[d]imidazol-6-yl)piperidine-1-carboxylate COC=1C=C(C=CC1OC)C1=NC2=C(N1)C=C(C=C2C)C2CCN(CC2)C(=O)OC(C)(C)C